CC(NC(C(=O)O)=O)(C(=O)O)C Dimethyl-oxalylglycine